ethyl bromioacetate BrCC(=O)OCC